7'-((1R,3R)-3-hydroxycyclohexyl)-2'-((3-methoxy-1H-pyrazol-4-yl)amino)spiro[cyclopropane-1,5'-pyrrolo[2,3-d]pyrimidin]-6'(7'H)-one O[C@H]1C[C@@H](CCC1)N1C(C2(C3=C1N=C(N=C3)NC=3C(=NNC3)OC)CC2)=O